CC1=CC=C(C=C1)S(=O)(=O)NN p-toluenesulfonyl-hydrazine